BrC1=C2CN(C(C2=CC=C1CN1CCN(CC1)C1=NN(C2=C1C=NC(=C2)NC2=NC(=NC=C2)N2CCC(CC2)OC)C(C)C)=O)C2C(NC(CC2)=O)=O 3-(4-bromo-5-((4-(1-isopropyl-6-((2-(4-methoxypiperidin-1-yl)pyrimidin-4-yl)amino)-1H-Pyrazolo[4,3-c]pyridin-3-yl)piperazin-1-yl)methyl)-1-oxoisoindolin-2-yl)piperidine-2,6-dione